2-(pyridin-4-yl)pyrido[3,4-d]pyrimidine-4,5-diol N1=CC=C(C=C1)C=1N=C(C2=C(N1)C=NC=C2O)O